The molecule is an oxysterol that is cholesterol substituted at position 26 by a hydroxy group. It has a role as a human metabolite and an EC 3.1.1.1 (carboxylesterase) inhibitor. It is a 26-hydroxy steroid, an oxysterol and a 3beta-hydroxy-Delta(5)-steroid. It derives from a cholesterol. C[C@H](CCCC(C)CO)[C@H]1CC[C@@H]2[C@@]1(CC[C@H]3[C@H]2CC=C4[C@@]3(CC[C@@H](C4)O)C)C